tert-butyl 3-(3,3-difluoropyrrolidine-1-carbonyl)-6,7-dihydropyrazolo[1,5-a]pyrazine-5(4H)-carboxylate FC1(CN(CC1)C(=O)C=1C=NN2C1CN(CC2)C(=O)OC(C)(C)C)F